(E)-2-(7-bromo-1,5-naphthyridin-2-yl)-3-(dimethylamino)-1-(6-ethylpyridin-2-yl)prop-2-en-1-one BrC1=CN=C2C=CC(=NC2=C1)/C(/C(=O)C1=NC(=CC=C1)CC)=C\N(C)C